C(C)C(CC(C(=O)[O-])CSCCO)(CC(C(=O)[O-])CSCCO)COC(CCSCCO)=O 2-ethyl-2-(((3-((2-hydroxyethyl)thio)propanoyl)oxy)methyl)propane-1,3-diylbis(3-((2-hydroxyethyl)thio)propanoate)